5,6-dibutylamino-1,8-diazabicyclo[5.4.0]-7-undecene C(CCC)NC1CCCN2CCCN=C2C1NCCCC